N-({3,5-difluoro-2-[(3S)-oxolan-3-yloxy]phenyl}methyl)-5-{2-acetamidoimidazo[1,2-b]pyridazin-6-yl}-2-methoxypyridine-3-carboxamide FC=1C(=C(C=C(C1)F)CNC(=O)C=1C(=NC=C(C1)C=1C=CC=2N(N1)C=C(N2)NC(C)=O)OC)O[C@@H]2COCC2